COC=1C=C(OCNC)C=C(C1)OC (3,5-dimethoxyphenoxy)methyl-(methyl)amine